1-((2-((3-(3'-chloro-6-methoxy-5-((((5-oxopyrrolidin-2-yl)methyl)amino)methyl)-[2,4'-bipyridin]-2'-yl)-2-methoxyphenyl)amino)-3-fluoropyridin-4-yl)methyl)piperidine-4-carboxylic acid ClC=1C(=NC=CC1C1=NC(=C(C=C1)CNCC1NC(CC1)=O)OC)C=1C(=C(C=CC1)NC1=NC=CC(=C1F)CN1CCC(CC1)C(=O)O)OC